1,4-dioxo-3-(4-(trifluoromethyl)benzyl)-1,4-dihydronaphthalen-2-yl acetate C(C)(=O)OC=1C(C2=CC=CC=C2C(C1CC1=CC=C(C=C1)C(F)(F)F)=O)=O